3-amino-4-(1-naphthyl)-butyric acid NC(CC(=O)O)CC1=CC=CC2=CC=CC=C12